CC1=C(C(=C(S1)C)C(=O)O)C(=O)O dimethyl-3,4-thiophenedicarboxylic acid